4'-nitro-2,3,4,5-tetrahydro-[1,1'-biphenyl]-4-amine [N+](=O)([O-])C1=CC=C(C=C1)C=1CCC(CC1)N